pentenyl-triethoxysilane C(=CCCC)[Si](OCC)(OCC)OCC